1-((4-chloro-6-morpholinopyrimidin-2-yl)amino)propan-2-ol ClC1=NC(=NC(=C1)N1CCOCC1)NCC(C)O